3-[5-(4-tert-Butyl-phenyl)-[1,2,4]oxadiazol-3-yl]-benzoic acid C(C)(C)(C)C1=CC=C(C=C1)C1=NC(=NO1)C=1C=C(C(=O)O)C=CC1